9-Anthraceneylmethyl carbamate C(N)(OCC=1C2=CC=CC=C2C=C2C=CC=CC12)=O